C1(=CC=CC=C1)C(COC(=O)ON=C(C)C)C1=CC=CC=C1 propanone-diphenyl-2-[O-(ethoxycarbonyl) oxime]